10-[3-(1-piperazinyl)propyl]-2-chloro-10H-phenothiazine N1(CCNCC1)CCCN1C2=CC=CC=C2SC=2C=CC(=CC12)Cl